2,5-dichloromethyl-1,3,4-oxadiazole ClCC=1OC(=NN1)CCl